FC1=C(C(=CC(=C1)OCCN1CC(C1)CF)F)[C@H]1N([C@@H](CC2=C1NC1=CC=CC=C21)C)C(C(C)C)=O 1-((1R,3R)-1-(2,6-difluoro-4-(2-(3-(fluoromethyl)azetidin-1-yl)ethoxy)phenyl)-3-methyl-3,4-dihydro-1H-pyrido[3,4-b]indol-2(9H)-yl)-2-methylpropan-1-one